NC1=C2C(=NC=N1)N(N=C2C=2C=CC(=C(C#N)C2)OC(C)C)[C@@H](C)C=2N=C1N(C(C2C2=CC(=CC=C2)F)=O)C(=CS1)C (S)-5-(4-amino-1-(1-(6-(3-fluorophenyl)-3-methyl-5-oxo-5H-thiazolo[3,2-a]pyrimidin-7-yl)ethyl)-1H-pyrazolo[3,4-d]pyrimidin-3-yl)-2-isopropoxybenzonitrile